N-[2-(dimethylamino)ethyl]-3-[[2-(4-methylsulfanylphenyl)imidazo[1,2-a]pyrazin-3-yl]amino]benzamide CN(CCNC(C1=CC(=CC=C1)NC1=C(N=C2N1C=CN=C2)C2=CC=C(C=C2)SC)=O)C